C(C1=CC=CC=C1)OC=1C(=NC=NC1OC)C(=O)O 5-(benzyloxy)-6-methoxypyrimidine-4-carboxylic acid